2-cyclopropyl-6-(2,4-dimethoxypyrimidin-5-yl)-8-[(1S,2S)-2-(4-fluorophenyl)cyclopropyl]imidazo[1,2-b]pyridazine C1(CC1)C=1N=C2N(N=C(C=C2[C@@H]2[C@H](C2)C2=CC=C(C=C2)F)C=2C(=NC(=NC2)OC)OC)C1